FC1=CC=C(C=C1C1=C(C=CC=C1)C)[C@H](CC(=O)[O-])NC(=O)NC=1C(N(C=CC1[O-])C)=O.[Na+].[Na+] sodium (S)-3-(6-fluoro-2'-methylbiphenyl-3-yl)-3-(3-(1-methyl-4-oxido-2-oxo-1,2-dihydro pyridin-3-yl)ureido)propanoate